dibutyl (9Z,12Z)-octadeca-9,12-dien-1-ylphosphonate C(CCCCCCC\C=C/C\C=C/CCCCC)P(OCCCC)(OCCCC)=O